6-chloro-7-(2-fluorophenyl)-1-(2-methoxy-6-(2-propanyl)phenyl)-4-((2S)-2-methyl-4-(2-propenoyl)-1-piperazinyl)pyrido[2,3-d]pyrimidin-2(1H)-one ClC1=CC2=C(N(C(N=C2N2[C@H](CN(CC2)C(C=C)=O)C)=O)C2=C(C=CC=C2C(C)C)OC)N=C1C1=C(C=CC=C1)F